CC(C[C@H](C(=O)[C@@]1(OC1)C)NC(OC(C)(C)C)=O)C tert-butyl ((R)-4-methyl-1-((R)-2-methyloxiran-2-yl)-1-oxopentan-2-yl)carbamate